3-[(4-bromophenyl)-hydroxy-methyl]pyrrolidine-1-carboxylic acid tert-butyl ester C(C)(C)(C)OC(=O)N1CC(CC1)C(O)C1=CC=C(C=C1)Br